4-[2-cyclopropyl-4-(difluoromethyl)thiazol-5-yl]-5-fluoro-N-(1-methylsulfonyl-4-piperidyl)pyrimidin-2-amine C1(CC1)C=1SC(=C(N1)C(F)F)C1=NC(=NC=C1F)NC1CCN(CC1)S(=O)(=O)C